tertbutyl 4-(cyclopropylmethyl)-3,4-dihydroquinoxaline-1(2H)-carboxylate C1(CC1)CN1CCN(C2=CC=CC=C12)C(=O)OC(C)(C)C